NC1=CC=C(C=2N=NN(C(C21)=O)CC2=C(C=CC=C2)C(F)(F)F)C 5-amino-8-methyl-3-(2-(trifluoromethyl)benzyl)benzo[d][1,2,3]triazin-4(3H)-one